CC(C(N1CCNCC1)=O)(C)NC(OC(C)(C)C)=O tert-butyl (2-methyl-1-oxo-1-(piperazin-1-yl) propan-2-yl)carbamate